(R)-1-(4-(3-((3-(3,4-dihydroisoquinolin-2(1H)-yl)-2-hydroxypropyl)amino)-1H-pyrazolo[4,3-d]pyrimidin-7-yl)piperazin-1-yl)ethan-1-one C1N(CCC2=CC=CC=C12)C[C@@H](CNC1=NNC2=C1N=CN=C2N2CCN(CC2)C(C)=O)O